FC(C=1C=C(C=CC1F)C=1C=C2C(=NC1)C=NN2CC(=O)N2CC(C2)C#C)F 2-[6-[3-(Difluoromethyl)-4-fluoro-phenyl]pyrazolo[4,3-b]pyridin-1-yl]-1-(3-ethynylazetidin-1-yl)ethanone